N-(3-cis-hydroxy-3-methylcyclobutyl)-2-[(2'R,4S)-2'-fluoro-6-(1-fluorocyclopropyl)-1-oxospiro[3H-isoquinoline-4,1'-cyclopropan]-2-yl]acetamide OC1(CC(C1)C)NC(CN1C(C2=CC=C(C=C2[C@]2([C@@H](C2)F)C1)C1(CC1)F)=O)=O